6,7-difluoro-2-imino-2H-chromen-3-thioamide FC=1C=C2C=C(C(OC2=CC1F)=N)C(N)=S